N1=CC=NC2=CC(=CC=C12)CNC=1C=NC=C(C1N1CCN(C2(CC2)C1)C(=O)OC(C)(C)C)C(F)(F)F tert-butyl 7-(3-((quinoxalin-6-ylmethyl)amino)-5-(trifluoromethyl)pyridin-4-yl)-4,7-diazaspiro[2.5]octane-4-carboxylate